5-chloro-2-[[5-(trifluoromethyl)-2-[4-(trifluoromethyl)phenyl]pyrazol-3-yl]methyl]pyrimidine ClC=1C=NC(=NC1)CC=1N(N=C(C1)C(F)(F)F)C1=CC=C(C=C1)C(F)(F)F